2-(6-(tert-butoxycarbonyl)-5-(1-(cyclopentylmethyl)-5-methyl-1H-pyrazol-4-yl)pyridin-2-yl)-1,2,3,4-tetrahydroisoquinoline-8-carboxylic acid C(C)(C)(C)OC(=O)C1=C(C=CC(=N1)N1CC2=C(C=CC=C2CC1)C(=O)O)C=1C=NN(C1C)CC1CCCC1